bis(aminopropyl)methylamine NCCCN(C)CCCN